NC=1C(=NN(C1)C)C1=NC=2C(=NC=CC2C2=CC(=C(CNC(=O)C3=NC(=NO3)C(C)(C)C)C=C2)[N+](=O)[O-])N1 N-(4-(2-(4-Amino-1-methyl-1H-pyrazol-3-yl)-3H-imidazo[4,5-b]pyridin-7-yl)-2-nitrobenzyl)-3-(tert-butyl)-1,2,4-oxadiazole-5-carboxamide